NC(C(C)(O)C)C1=C(C=C(C=C1)OCC(CCC)C)OC 1-amino-1-(2-methoxy-4-((2-methylpentyl)oxy)phenyl)-2-methylpropan-2-ol